CC1=NC=C(C=C1NS(=O)(=O)C)C=1C=C2C(=NC=NC2=CC1)NC(C)C1=CC=CC=C1 N-(2-methyl-5-(4-((1-phenylethyl)amino)quinazolin-6-yl)pyridin-3-yl)methanesulfonamide